S1C(=CC=C1)[C@H]1NOCC1 (S)-3-(thiophen-2-yl)isoxazolidine